ClC1=CC=C(C=C1)N(S(=O)(=O)C)CC(=O)N1CC2=CC=CC=C2CC1 N-(4-chlorophenyl)-N-(2-(3,4-dihydroisoquinoline-2(1H)-yl)-2-oxoethyl)methanesulfonamide